N-(4-fluorobenzyl)acrylamide FC1=CC=C(CNC(C=C)=O)C=C1